((1S,6R,7R)-7-(2-fluorophenyl)-3-(3-(8-methyl-[1,2,4]triazolo[4,3-a]pyridin-7-yl)-1H-pyrazolo[3,4-b]pyrazin-6-yl)-3-azabicyclo[4.1.0]heptan-7-yl)methanamine FC1=C(C=CC=C1)[C@]1([C@@H]2CCN(C[C@H]12)C1=CN=C2C(=N1)NN=C2C2=C(C=1N(C=C2)C=NN1)C)CN